O1C=NC2=C1C=C(C=C2)NC(=O)NC2=C(C=CC=C2)C(F)(F)F 1-(benzo[d]oxazol-6-yl)-3-(2-(trifluoromethyl)phenyl)urea